(S)-N-(2,2,2-trifluoro-1-(6-(5-fluoro-2-(trifluoromethyl)phenyl)-1-neopentyl-1H-indol-3-yl)ethyl)cyclopropanesulfonamide FC([C@H](C1=CN(C2=CC(=CC=C12)C1=C(C=CC(=C1)F)C(F)(F)F)CC(C)(C)C)NS(=O)(=O)C1CC1)(F)F